The molecule is a sesquiterpene that is cyclohexa-1,3-diene which is substituted by a methyl group at position 1 and a 6-methylhept-5-en-2-yl group at position 4 (the R enantiomer). It has a role as a plant metabolite. It is a sesquiterpene and an alicyclic compound. CC1=CC=C(CC1)[C@H](C)CCC=C(C)C